tert-butyl (N-(4-((3-cyano-6,7-dimethoxyquinolin-4-yl)amino)butyl)sulfamoyl)carbamate C(#N)C=1C=NC2=CC(=C(C=C2C1NCCCCNS(=O)(=O)NC(OC(C)(C)C)=O)OC)OC